(1R)-1-[8-(4-fluoropiperidin-1-yl)-2-[[6-(2-hydroxyethyl)-7,8-dihydro-5H-1,6-naphthyridin-2-yl]amino]pyrido[3,4-d]pyrimidin-6-yl]ethanol FC1CCN(CC1)C1=NC(=CC2=C1N=C(N=C2)NC2=NC=1CCN(CC1C=C2)CCO)[C@@H](C)O